1-O-octadecyl-2-O-methyl-rac-glycero-3-phosphocholine C(CCCCCCCCCCCCCCCCC)OC[C@@H](OC)COP(=O)([O-])OCC[N+](C)(C)C |r|